C1(CC1)C1=NC=NC(=C1C1=NN2C(N(C(CC2)=O)CC2=CC(=C(C=C2)C=2N(C=C(N2)C(F)(F)F)CC)OC)=C1)OC 2-(4-cyclopropyl-6-methoxypyrimidin-5-yl)-4-(4-(1-ethyl-4-(trifluoromethyl)-1H-imidazol-2-yl)-3-methoxybenzyl)-6,7-dihydropyrazolo[1,5-a]pyrimidin-5(4H)-one